N-((3-hydroxyphenyl)carbamothioyl)adamantane-1-carboxamide OC=1C=C(C=CC1)NC(=S)NC(=O)C12CC3CC(CC(C1)C3)C2